CN(C1CC(NC(C1)(C)C)(C)C)C=1N=NC(=CC1)C=1C=NC(=CC1)N1C=CC=C1 methyl-[6-(6-pyrrol-1-yl-pyridin-3-yl)-pyridazin-3-yl]-(2,2,6,6-tetramethyl-piperidin-4-yl)-amine